6-(4-ethyl-3-(hydroxymethyl)-5-oxo-4,5-dihydro-1H-1,2,4-triazol-1-yl)-2-(3-fluorophenyl)-4-(2-hydroxypropan-2-yl)isoquinolin-1(2H)-one C(C)N1C(=NN(C1=O)C=1C=C2C(=CN(C(C2=CC1)=O)C1=CC(=CC=C1)F)C(C)(C)O)CO